5-(5-((4-(cyclohexyloxy)benzyl)carbamoyl)-1,2,4-oxadiazol-3-yl)-2-hydroxy-3-methylbenzoic acid methyl ester COC(C1=C(C(=CC(=C1)C1=NOC(=N1)C(NCC1=CC=C(C=C1)OC1CCCCC1)=O)C)O)=O